(E)-2-(benzyloxycarbonylamino)-4-(tert-butoxycarbonylamino)-4-methyl-pent-2-enoic acid methyl ester COC(/C(=C\C(C)(C)NC(=O)OC(C)(C)C)/NC(=O)OCC1=CC=CC=C1)=O